C(C)(C)(C)OC(=O)N1CCC2=CC=C(C=C12)OC(F)F.NC1=C2C(=NC=N1)N(N=C2C#CC=2C=C(C=CC2)NC(=O)N2OCC[C@H]2C2=CC=CC=C2)CC (S)-N-(3-((4-amino-1-ethyl-1H-pyrazolo[3,4-d]pyrimidine-3-yl)ethynyl)phenyl)-3-phenyl-isoxazolidine-2-carboxamide tert-butyl-6-(difluoromethoxy)-indoline-1-carboxylate